Isouronium hexafluorophosphate F[P-](F)(F)(F)(F)F.NC(O)=[NH2+]